BrC1=NC(=CC(=C1)N)Br 2,6-dibromopyridine-4-amine